FC=1C=C(C=C(C1)F)[C@H]1N(OCC1)C(=O)[C@@H]1CC[C@H](CC1)CC=1N=NC(=CC1)C trans-[(3S)-3-(3,5-difluorophenyl)isoxazolidin-2-yl]-[4-[(6-methylpyridazin-3-yl)methyl]cyclohexyl]methanone